CC(C)C12CCC(C=C1)(OO2)C The molecule is a p-menthane monoterpenoid that is p-menth-2-ene with a peroxy group across position 1 to 4. It has a role as an antinematodal drug, a plant metabolite and an antileishmanial agent. It is a p-menthane monoterpenoid, an organic peroxide and an organic heterobicyclic compound.